OCC1CCC(CC1)C#N 4-(hydroxymethyl)cyclohexane-1-carbonitrile